4-((4S)-1-(3,3-dimethylpyrrolidin-1-yl)-6-azaspiro[3.4]octan-6-yl)-2,6-difluoro-N-(6-fluoropyridin-2-yl)-N-(4-methoxybenzyl)benzenesulfonamide CC1(CN(CC1)C1CC[C@]12CN(CC2)C2=CC(=C(C(=C2)F)S(=O)(=O)N(CC2=CC=C(C=C2)OC)C2=NC(=CC=C2)F)F)C